(S)-7-(4-(2-((tetrahydro-2H-pyran-4-yl)methyl)phenyl)piperidin-1-yl)-5-oxa-2-azaspiro[3.4]octane ethyl-5-bromo-1,3,4-oxadiazole-2-carboxylate C(C)OC(=O)C=1OC(=NN1)Br.O1CCC(CC1)CC1=C(C=CC=C1)C1CCN(CC1)[C@@H]1COC2(CNC2)C1